COC1=C(CN(C2=C3C(=C(N=N2)OC(C)C)N(C(=N3)CCCC)CC3=CC=C(CNC2CS(C2)(=O)=O)C=C3)CC3=C(C=C(C=C3)OC)OC)C=CC(=C1)OC 3-((4-((4-(bis(2,4-dimethoxybenzyl)amino)-2-butyl-7-isopropoxy-1H-imidazo[4,5-d]pyridazin-1-yl)methyl)benzyl)amino)thietane 1,1-dioxide